2-(3-pyridinyl)-2H-indazol N1=CC(=CC=C1)N1N=C2C=CC=CC2=C1